N-(2,6-dioxo-3-piperidinyl)-1,2,3,4-tetrahydro-4-quinolinecarboxamide O=C1NC(CCC1NC(=O)C1CCNC2=CC=CC=C12)=O